[N+](=O)([O-])C(CC(=O)O)CCCCCCC(=O)O 3-nitro-sebacic acid